ethyl (E)-4-[2-[2-[2-[2-[2-[2-[2-[bis(tertbutoxycarbonyl)amino] ethoxy]ethoxy]ethoxy]-ethoxy]ethoxy]ethoxy]ethoxy]but-2-enoate C(C)(C)(C)OC(=O)N(CCOCCOCCOCCOCCOCCOCCOC/C=C/C(=O)OCC)C(=O)OC(C)(C)C